COCCOCCOCC=1C=C2C=C(NC2=C(C1)N)C1=CC=CC=C1 5-[2-(2-methoxyethoxy)ethoxymethyl]-2-phenyl-1H-indol-7-amine